Isopropyl-4-methylpyridin-3-amine C(C)(C)C1=NC=CC(=C1N)C